2-{[(2r,7as)-2-fluoro-hexahydro-1H-pyrrolizin-7a-yl]methoxy}-7-[8-ethynyl-7-fluoro-3-(methoxymethoxy)naphthalen-1-yl]-8-fluoro-4-(morpholin-4-yl)quinazoline F[C@@H]1C[C@@]2(CCCN2C1)COC1=NC2=C(C(=CC=C2C(=N1)N1CCOCC1)C1=CC(=CC2=CC=C(C(=C12)C#C)F)OCOC)F